7-(diphenylphosphono)-(9,9'-spirobifluorene) C1(=CC=CC=C1)OP(=O)(OC1=CC=CC=C1)C1=CC=C2C=3C=CC=CC3C3(C2=C1)C1=CC=CC=C1C=1C=CC=CC13